COC(=O)C=1C(N(C2=CC(=CC=C2C1N)C(F)(F)F)C1=C2C=CNC2=CC=C1)=O.N1CCNCC1 piperazine methyl-4-amino-1-(1H-indol-4-yl)-2-oxo-7-(trifluoromethyl)-1,2-dihydroquinoline-3-carboxylate